3-Methoxy-7-{6-methyl-3-[1-(4,4,4-trifluorobutyl)-1H-pyrazol-4-yl]pyridin-2-yl}cinnolin COC=1N=NC2=CC(=CC=C2C1)C1=NC(=CC=C1C=1C=NN(C1)CCCC(F)(F)F)C